C(C)OC(=O)C1=CC(=CNC1=O)S(=O)(=O)O 5-(ethoxycarbonyl)-6-oxo-1,6-dihydropyridine-3-sulfonic acid